FC1(CN(CC[C@H]1NC1=NN2C(C(=N1)OC)=C(C=C2)C=2C=CC1=C(N(N=N1)CC)C2)C2(COC2)C)F (R)-N-(3,3-difluoro-1-(3-methyloxetan-3-yl)piperidin-4-yl)-5-(1-ethyl-1H-benzo[d][1,2,3]triazol-6-yl)-4-methoxypyrrolo[2,1-f][1,2,4]triazin-2-amine